8-aminodeoxyguanosine NC=1N([C@H]2C[C@H](O)[C@@H](CO)O2)C=2N=C(NC(C2N1)=O)N